(R)-1-(3-fluorophenyl)ethyl(4-(5-bromo-6-methylpyridin-2-yl)-1-methyl-1H-1,2,3-triazol-5-yl) carbamate C(N)(OC1=C(N=NN1C[C@H](C)C1=CC(=CC=C1)F)C1=NC(=C(C=C1)Br)C)=O